C(C)(C)(C)OC(=O)N1[C@H](CN(CC1)C=1C2=C(N=C(N1)OC[C@H]1N(C[C@@H](C1)OC)C)CNCC2)CC#N (S)-2-(cyanomethyl)-4-{2-[((2S,4R)-4-methoxy-1-methylpyrrolidin-2-yl)methoxy]-5,6,7,8-tetrahydropyrido[3,4-d]pyrimidin-4-yl}piperazine-1-carboxylic acid tert-butyl ester